(E)-N-[4-(3-chloro-2-fluoro-anilino)-7-[2-[(1R,5S)-3-methyl-3-azabicyclo[3.1.0]hexan-1-yl]-ethynyl]quinazolin-6-yl]-4-(3-oxa-6-azabicyclo[3.1.1]heptan-6-yl)but-2-enamide ClC=1C(=C(NC2=NC=NC3=CC(=C(C=C23)NC(\C=C\CN2C3COCC2C3)=O)C#C[C@@]32CN(C[C@H]2C3)C)C=CC1)F